COC=1C(=CC(=C(C1)N1CCNCC1)C=1C=NN(C1)C)[N+](=O)[O-] 1-(5-methoxy-2-(1-methyl-1H-pyrazol-4-yl)-4-nitrophenyl)piperazine